(R)-N-((1-(5-(6-(3-cyanopyrrolo[1,2-b]pyridazin-7-yl)-4-(isopropylamino)pyridin-3-yl)-1,3,4-thiadiazole-2-carbonyl)pyrrolidin-2-yl)methyl)acetamide C(#N)C1=CC=2N(N=C1)C(=CC2)C2=CC(=C(C=N2)C2=NN=C(S2)C(=O)N2[C@H](CCC2)CNC(C)=O)NC(C)C